Sodium (2SR,5RS)-7-oxo-N-(2-oxopyrrolidin-1-yl)-6-(sulfooxy)-1,6-diazabicyclo[3.2.1]octane-2-carboxamide O=C1N([C@@H]2CC[C@H](N1C2)C(=O)NN2C(CCC2)=O)OS(=O)(=O)O.[Na] |r|